C(C)(C)(C)C=1C=C(N(N1)C)C(=O)N1CCN(CC1)CC(=O)C1=CC=C(C=C1)F 2-[4-(5-tert-Butyl-2-methyl-2H-pyrazole-3-carbonyl)-piperazin-1-yl]-1-(4-fluoro-phenyl)-ethanone